N[C@H](C(=O)N[C@H](C(=O)N[C@H](C(=O)N[C@H](/C=C/C(=O)OCC)C[C@H]1C(NCC1)=O)CC(C)C)C(C)C)C ethyl (S,E)-4-((S)-2-((S)-2-((S)-2-aminopropanamido)-3-methylbutanamido)-4-methylpentanamido)-5-((S)-2-oxopyrrolidin-3-yl)pent-2-enoate